COC=1C(=CC(=NC1)C)C1=C(C=NC(=C1)C)C(=O)N 5'-methoxy-2',6-dimethyl-[4,4'-bipyridine]-3-carboxamide